tert-Butyl N-[2-[[[2-benzyloxy-2-(trifluoromethyl)hex-5-enoyl]amino]carbamoyl]-5-(trifluoromethyl)-6-(2-vinylpyrrolidin-1-yl)-3-pyridyl]carbamate C(C1=CC=CC=C1)OC(C(=O)NNC(=O)C1=NC(=C(C=C1NC(OC(C)(C)C)=O)C(F)(F)F)N1C(CCC1)C=C)(CCC=C)C(F)(F)F